FC1=C(C=CC=C1F)C1=CNC=2N=CN=C(C21)NCC2=NC(=CC=C2)N2CCNCC2 5-(2,3-Difluorophenyl)-N-((6-(piperazin-1-yl)pyridin-2-yl)methyl)-7H-pyrrolo[2,3-d]pyrimidin-4-amine